3-(2,3-difluorophenoxy)-N-(3-(methylsulfonyl)phenyl)-6-(trifluoromethyl)pyridazine-4-carboxamide FC1=C(OC=2N=NC(=CC2C(=O)NC2=CC(=CC=C2)S(=O)(=O)C)C(F)(F)F)C=CC=C1F